(benzyloxycarbonylamino)-4-bromo-butyric acid methyl ester COC(C(CCBr)NC(=O)OCC1=CC=CC=C1)=O